[Pd+2].C1(=CC=CC=C1)P(C1=CC=CC=C1)C1=CC=CC=C1.C1(=CC=CC=C1)P(C1=CC=CC=C1)C1=CC=CC=C1 trans-bis(triphenylphosphine) palladium (II)